(R)-3-(5-(1-aminoisoquinolin-7-yl)-3-((2-(2-ethoxy-2-oxoethyl)phenoxy)methyl)-1H-indazol-1-yl)pyrrolidine-1-carboxylic acid isobutyl ester C(C(C)C)OC(=O)N1C[C@@H](CC1)N1N=C(C2=CC(=CC=C12)C1=CC=C2C=CN=C(C2=C1)N)COC1=C(C=CC=C1)CC(=O)OCC